6-amino-3-methylbenzo[d]thiazol-2(3H)-one NC1=CC2=C(N(C(S2)=O)C)C=C1